[5-diethoxyphosphoryl-2-(hydroxymethyl)-6-methyl-phenyl] diethyl phosphate P(=O)(OC1=C(C=CC(=C1C)P(=O)(OCC)OCC)CO)(OCC)OCC